ClC=1C(=NC=CC1)N1N=C(C=C1)C1CC1 2-(3-chloro-2-pyridyl)-5-cyclopropyl-pyrazol